CS(=O)(=O)OC1=C(C(=CC=C1)Cl)C1CC(=NO1)C=1N=C(SC1)C1CCN(CC1)C(CN1N=C(C=C1C(F)F)C(F)F)=O 2-{3-[2-(1-{[3,5-bis(difluoromethyl)-1H-pyrazol-1-yl]acetyl} piperidin-4-yl)-1,3-thiazol-4-yl]-4,5-dihydro-1,2-oxazol-5-yl}-3-chlorophenyl methanesulfonate